O1CC(CC1)CC=O 2-tetrahydrofuran-3-yl-ethanone